BrC1=CC=C(CC2C(N(CC2)C2=CC=C(C=C2)C2=CC=NC=C2)=O)C=C1 (4-bromobenzyl)-1-(4-(pyridin-4-yl)phenyl)pyrrolidin-2-one